N1NNC2C1=CC=CC2 TETRAHYDROBENZOTRIAZOLE